FC=1C=CC=C2C(=CN=CC12)C(=O)O 8-fluoroisoquinoline-4-carboxylic acid